6-Bromo-4-(4-(difluoromethoxy)phenyl)-2-(oxetan-3-yloxy)thiazolo[4,5-b]pyridine BrC=1C=C2C(N(C1)C1=CC=C(C=C1)OC(F)F)=NC(S2)OC2COC2